(1R,3S,5R)-2-(2-(4-amino-8-methyl-6-(pyridin-2-yl)-9H-pyrimido[4,5-b]indol-9-yl)acetyl)-N-(6-bromopyridin-2-yl)-5-methyl-2-azabicyclo[3.1.0]hexane-3-carboxamide NC1=NC=NC=2N(C3=C(C=C(C=C3C21)C2=NC=CC=C2)C)CC(=O)N2[C@@H]1C[C@@]1(C[C@H]2C(=O)NC2=NC(=CC=C2)Br)C